FC1=C(C=C(C=C1)NC1=NC=CC(=C1)C1=CN(C2=CC=CC=C12)C)[N+](=O)[O-] N-(4-fluoro-3-nitrophenyl)-4-(1-methyl-1H-indol-3-yl)pyridin-2-amine